1,2-bis(2-lithiophenyl)ethane [Li]C1=C(C=CC=C1)CCC1=C(C=CC=C1)[Li]